C(C)(CC)[O-].C(C)(CC)[O-].C(C)(CC)[O-].[Al+3] aluminum tri-secbutanolate